tert-butyl 5-ethyl-1,3,4,5-tetrahydro-2H-pyrido[4,3-b]indole-2-carboxylate C(C)N1C2=C(C=3C=CC=CC13)CN(CC2)C(=O)OC(C)(C)C